4-(((4-(difluoromethyl)-6-(isoindolin-2-ylmethyl)pyridin-3-yl)oxy)methyl)-N-methylpiperidine-1-sulfonamide FC(C1=C(C=NC(=C1)CN1CC2=CC=CC=C2C1)OCC1CCN(CC1)S(=O)(=O)NC)F